COC(C=1C(C(=O)OC)=C(C=CC1)N(C)C1=CC=C(C=C1)CO)=O 3-[(4-hydroxymethyl-phenyl)-methyl-amino]-phthalic acid dimethyl ester